FC=1C=CC(=C(OCCOCCNC(O[C@@H]2CN(CC2)C(C=C)=O)=O)C1)C=1N=NC(=C2C1SC=C2F)C=2C=C1CCNCC1=CC2 [(3S)-1-prop-2-enoylpyrrolidin-3-yl] N-[2-[2-[5-fluoro-2-[3-fluoro-4-(1,2,3,4-tetrahydroisoquinolin-6-yl)thieno[2,3-d]pyridazin-7-yl]phenoxy] ethoxy]ethyl]carbamate